CN1C=C(C=2C(N(C=C(C21)C)C)=O)C(=O)N2C(CCC2)C2=CC=C(C=C2)C(F)(F)F 1,5,7-trimethyl-3-((2-(4-(trifluoromethyl)phenyl)pyrrolidin-1-yl)carbonyl)-1,5-dihydro-4H-pyrrolo[3,2-c]pyridin-4-one